BrC1=CC=CC=2NC3=CC=C(C=C3SC12)NC(C)=O 4-bromo-7-acetamidophenothiazine